C(C)(C)(C)OC(=O)N1CC(C1)CNC1N(C=CC2=CC=CC=C12)C 1-(((1-(tert-butoxycarbonyl)Azetidin-3-yl)methyl)amino)-2-methylisoquinolin